(1R,5S,6s)-6-((4-(2-aminopropan-2-yl)-6-(4-fluoro-3-methylphenyl)pyridin-2-yl)oxy)-3-azabicyclo[3.1.0]hexan NC(C)(C)C1=CC(=NC(=C1)C1=CC(=C(C=C1)F)C)OC1[C@@H]2CNC[C@H]12